C(#N)CC1(CCC(CC1)NC1CC(C1)(F)F)N1N=C(C(=C1)C(=O)N)NC(=O)C1CC1 1-[1-(cyanomethyl)-4-[(3,3-difluorocyclobutyl)amino]cyclohexyl]-3-(cyclopropanecarbonylamino)pyrazole-4-carboxamide